NC1=CC=C(C=2C(C3=CC=CC=C3C(C12)=O)=O)O 1-amino-4-hydroxyanthraquinone